3-(benzo[b]thiophen-3-yl)-4-methyl-1,2,5-oxadiazole S1C2=C(C(=C1)C1=NON=C1C)C=CC=C2